CC1OC(CN(C1)C1=C(C=C(C=C1)NC=1C=CC2=C(OCC(N2C)=O)C1)OC)C 7-((4-(2,6-Dimethylmorpholino)-3-methoxyphenyl)amino)-4-methyl-2H-benzo[b][1,4]oxazin-3(4H)-one